4-(8-((((9H-fluoren-9-yl) methoxy) carbonyl) amino)-1,2,3,4-tetrahydroisoquinoline-2-carbonyl)-5-(benzyloxy)-1,3-phenylenebis(4-toluenesulfonate) C1=CC=CC=2C3=CC=CC=C3C(C12)COC(=O)NC=1C=CC=C2CCN(CC12)C(=O)C1=C(C=C(C=C1OCC1=CC=CC=C1)CC1=CC=C(C=C1)S(=O)(=O)[O-])CC1=CC=C(C=C1)S(=O)(=O)[O-]